NCCNCCNCCNCCN.[Cu] copper tetraethylenepentaamine